C(C)[C@H]1O[C@@H](CN(C1)C1=CC=C(C(=N1)C)C1(CC2(C1)CC(C2)N)N)C 2-(6-((2R,6R)-2-ethyl-6-methylmorpholino)-2-methylpyridin-3-yl)spiro[3.3]heptane-2,6-diamine